4-Chloro-3-formyl-benzenesulfonic Acid Sodium Salt [Na+].ClC1=C(C=C(C=C1)S(=O)(=O)[O-])C=O